5-(3-(benzyloxy)azetidin-1-yl)-1-methyl-1H-pyrazole C(C1=CC=CC=C1)OC1CN(C1)C1=CC=NN1C